FC(C1=CC(=C(C=C1)B(O)O)OC)F (4-(difluoromethyl)-2-methoxyphenyl)boronic acid